C1(=CC=CC=C1)C1=NC=CC(=C1)N1C2=CC=CC=C2C=2C=CC=CC12 9-(2-phenylpyridin-4-yl)-9H-carbazole